divinylxylol C(=C)C=1C(=C(C(=CC1)C)C)C=C